N-(1,1-dimethylsilinan-4-yl)-5-(trifluoromethyl)-1H-pyrrolo[2,3-c]pyridine-2-carboxamide C[Si]1(CCC(CC1)NC(=O)C1=CC=2C(=CN=C(C2)C(F)(F)F)N1)C